S1C(SCC1)C1=CC=C(N)C=C1 4-(1,3-dithiolan-2-yl)aniline